(R)-N-(1-(azetidin-1-ylmethyl)cyclopropyl)-2-(2-chlorophenoxy)propanamide N1(CCC1)CC1(CC1)NC([C@@H](C)OC1=C(C=CC=C1)Cl)=O